FC1=C2C=C(C=NC2=CC=C1)C=O (5-fluoro-3-quinolyl)methanone